(S)-4-ethyl-8-fluoro-4-hydroxy-11-((R)-1-(3-hydroxycyclobutyl)pyrrolidin-3-yl)-1H-pyrano[3',4':6,7]indolizino[2,1-b]quinoline-3,6,14(4H,11H,12H)-trione C(C)[C@]1(C(OCC=2C(N3CC=4N(C5=CC=C(C=C5C(C4C3=CC21)=O)F)[C@H]2CN(CC2)C2CC(C2)O)=O)=O)O